(3-chlorophenyl)-1-methyl-1H-indole ClC=1C=C(C=CC1)C=1N(C2=CC=CC=C2C1)C